CN1N=C2C(N=C(N=C2OCC2=CC=C(C=C2)C=2N(C=C(N2)C(F)(F)F)C)C2=C(C=CC=C2)C(F)(F)F)=C1 2-methyl-7-((4-(1-methyl-4-(trifluoromethyl)-1H-imidazol-2-yl)benzyl)oxy)-5-(2-(trifluoromethyl)phenyl)-2H-pyrazolo[4,3-d]pyrimidine